FC1=NN2C(C(NC3=C(C(=CC=C23)C(=O)OCC)F)=O)=C1 ethyl 2,6-difluoro-4-oxo-4,5-dihydropyrazolo[1,5-a]quinoxaline-7-carboxylate